(S)-N-(2-(2-cyano-4,4-difluoropyrrolidin-1-yl)-2-oxoethyl)-8-(hex-5-ylamino)quinoline-4-carboxamide C(#N)C1N(CC(C1)(F)F)C(CNC(=O)C1=CC=NC2=C(C=CC=C12)N[C@H](CCCC)C)=O